1-((1S,4S)-5-(4-((3-Chloro-2-fluoro-4-(oxetan-3-ylmethoxy)phenyl)amino)pyrido[3,2-d]pyrimidin-6-yl)-2,5-diazabicyclo[2.2.1]heptan-2-yl)prop-2-en-1-one ClC=1C(=C(C=CC1OCC1COC1)NC=1C2=C(N=CN1)C=CC(=N2)N2[C@@H]1CN([C@H](C2)C1)C(C=C)=O)F